2-O-sulfo-α-L-idopyranosuronic acid S(=O)(=O)(O)O[C@H]1[C@H](O)O[C@H]([C@H]([C@@H]1O)O)C(=O)O